(4,5-dimethylthiazol-2-yl)-2,5-diphenyltetrazolium CC=1N=C(SC1C)[N+]=1N(N=NC1C1=CC=CC=C1)C1=CC=CC=C1